C(N)(=N)OP([O-])(=O)OP(=O)([O-])[O-] guanyldiphosphate